CC(CC(=O)OC)CC(CC(=O)OC)C 3,5-dimethylpimelic acid, dimethyl ester